COC1=C(C=C(C(=C1)N1CCN(CC1)C)C1=CC=CC=C1)NC=1N=C(C2=C(N1)NC=C2)NC=2C(=C1N=CC=NC1=CC2)P(C)(C)=O (6-((2-((4-methoxy-6-(4-methylpiperazin-1-yl)-[1,1'-biphenyl]-3-yl)amino)-7H-pyrrolo[2,3-d]pyrimidin-4-yl)amino)quinoxalin-5-yl)dimethylphosphine oxide